(2S,4R)-2-((2'-chloro-2-fluoro-[1,1'-biphenyl]-3-yl)carbamoyl)-4-fluoropyrrolidine-1-carboxylic acid tert-butyl ester C(C)(C)(C)OC(=O)N1[C@@H](C[C@H](C1)F)C(NC=1C(=C(C=CC1)C1=C(C=CC=C1)Cl)F)=O